5-fluoro-3-methyl-2-(trifluoromethyl)pyridine-4-carboxylic acid methyl ester COC(=O)C1=C(C(=NC=C1F)C(F)(F)F)C